6-(4-(2-cyano-7-((5-methoxy-7-methyl-1H-indol-4-yl)methyl)-7-azaspiro[3.5]nonan-6-yl)benzamido)spiro[3.3]heptane-2-carboxylic acid C(#N)C1CC2(C1)CC(N(CC2)CC2=C1C=CNC1=C(C=C2OC)C)C2=CC=C(C(=O)NC1CC3(CC(C3)C(=O)O)C1)C=C2